(E)-3-imidazo[1,2-a]Pyridin-6-yl-prop-2-enal N=1C=CN2C1C=CC(=C2)/C=C/C=O